P(O)(=O)(OP(=O)(O)OP(=O)(O)O)OC[C@@H]1[C@H](C[C@@](O1)(N1C(=O)NC(=O)C=C1)N=[N+]=[N-])O azido-2'-deoxy-uridine triphosphate